(S)-Methyl 5-(2-(4-(3-((tert-butyldimethylsilyl)oxy)-4-(3-(thiazol-4-ylethynyl)phenyl)butyl)-2-oxo-1,3,4-thiadiazinan-3-yl)ethyl)thiophene-2-carboxylate [Si](C)(C)(C(C)(C)C)O[C@H](CCN1N(C(SCC1)=O)CCC1=CC=C(S1)C(=O)OC)CC1=CC(=CC=C1)C#CC=1N=CSC1